iron(II) tert-butoxide CC(C)(C)[O-].[Fe+2].CC(C)(C)[O-]